NC=1C(=C(C#N)C=CC1)NC 3-amino-2-(methylamino)benzonitrile